2',6'-dimethoxy-5-methyl-4'-pentyl-1,2,3,4-tetrahydro-1,1':3',1''-terphenyl COC1=C(C(=CC(=C1C1=CC=CC=C1)CCCCC)OC)C1CCCC(=C1)C